C(C1=CC=CC=C1)N(C(=O)NC1CCCCC1)CC1=CC=CC=C1 1,1-dibenzyl-3-cyclohexylurea